3-[(4-nitrophenyl)sulfamoyl]benzoic acid [N+](=O)([O-])C1=CC=C(C=C1)NS(=O)(=O)C=1C=C(C(=O)O)C=CC1